trans-3-[(2-chloro-4-fluorobenzyl)oxy]-N-[2-fluoro-3-(4-methyl-6-oxo-1,6-dihydropyrimidin-2-yl)-4-(trifluoromethyl)benzyl]cyclobutane-1-carboxamide ClC1=C(CO[C@@H]2C[C@H](C2)C(=O)NCC2=C(C(=C(C=C2)C(F)(F)F)C=2NC(C=C(N2)C)=O)F)C=CC(=C1)F